BrC1=C(C=CC(=N1)C1=CN=C2N1C=C(N=C2)C(C)(C)O)F 2-(3-(6-bromo-5-fluoropyridin-2-yl)imidazo[1,2-a]pyrazin-6-yl)propan-2-ol